5-(4-chloro-2,3-difluorophenyl)-2,3-dimethyl-7-((2R,4S)-2-(2-methylpyridin-4-yl)tetrahydro-2H-pyran-4-yl)-1,8-naphthyridine ClC1=C(C(=C(C=C1)C1=C2C=C(C(=NC2=NC(=C1)[C@@H]1C[C@@H](OCC1)C1=CC(=NC=C1)C)C)C)F)F